BrC1=C(C=CC=C1)C1=CN=C(O1)CSC1=NC(=CC=N1)C 2-({[5-(2-bromophenyl)-1,3-oxazol-2-yl]methyl}sulfanyl)-6-methylpyrimidin